rac-tert-Butyl N-[3-methyl-5-[[2-[(2S,5R)-5-methyl-2-(7-oxo-6,8-dihydro-5H-1,8-naphthyridin-3-yl)-1-piperidyl]-2-oxo-acetyl]amino]-2-pyridyl]carbamate CC=1C(=NC=C(C1)NC(C(=O)N1[C@@H](CC[C@H](C1)C)C=1C=NC=2NC(CCC2C1)=O)=O)NC(OC(C)(C)C)=O |r|